IC1=CC=C(C=C1)N1C(C2=C3C(=CC=C2CC1=O)C=CC=C3)=O 2-(4-iodophenyl)-1H-benzisoquinoline-1,3(2H)-dione